2-(adamantan-1-ylformamido)-N-(1-benzylpiperidin-4-yl)-3-methylbutanamide C12(CC3CC(CC(C1)C3)C2)C(=O)NC(C(=O)NC2CCN(CC2)CC2=CC=CC=C2)C(C)C